NC(CN1N=CC(=C1)NC(=O)C=1C=NC2=CC=C(C=C2C1C1=CC=C(C=C1)C1(CC1)C#N)F)=O N-(1-(2-amino-2-oxoethyl)-1H-pyrazol-4-yl)-4-(4-(1-cyanocyclopropyl)phenyl)-6-fluoroquinoline-3-carboxamide